methyl-octadecyldithiocarbamic acid CN(C(S)=S)CCCCCCCCCCCCCCCCCC